1-(4-(1H-1,2,4-triazol-1-yl)benzyl)piperidin N1(N=CN=C1)C1=CC=C(CN2CCCCC2)C=C1